2α,3α,7α,12α-Tetrahydroxy-5β-cholan O[C@H]1[C@H](C[C@H]2C[C@H]([C@H]3[C@@H]4CC[C@H]([C@@H](CCC)C)[C@]4([C@H](C[C@@H]3[C@]2(C1)C)O)C)O)O